4-bromo-5-fluoro-1-methyl-1H-imidazole BrC=1N=CN(C1F)C